6-(4-(1H-pyrazol-1-yl)phenyl)-2,2-difluoro-7-azaspiro[3.5]non-5-ene-7-carboxylic acid tert-butyl ester C(C)(C)(C)OC(=O)N1C(=CC2(CC(C2)(F)F)CC1)C1=CC=C(C=C1)N1N=CC=C1